CB1C(C=CC=C1)C#N 1-methyl-2-cyano-2H-borinine